C1=CC(=N)C(=N)N=C1 Bis(Imino)Pyridine